1-[6-[[(17beta)-3-methoxyestra-1,3,5(10)-trien-17-yl]amino]hexyl]-1H-pyrrole-2,5-dione COC1=CC=2CC[C@H]3[C@@H]4CC[C@@H]([C@@]4(C)CC[C@@H]3C2C=C1)NCCCCCCN1C(C=CC1=O)=O